FC=1C=C(CN2C=C(C3=CC=CC=C23)C(=O)NC2=C(C(=O)O)C=CC=C2)C=CC1 2-[1-(3-fluorobenzyl)-1H-indole-3-carboxamido]Benzoic acid